O=C1NCC[C@]12CC1=CC=C(C=C1C2)C(=O)OC |r| Racemic-methyl 2'-oxo-1,3-dihydrospiro[indene-2,3'-pyrrolidine]-5-carboxylate